NC1=NC(=NC=C1OC)C=1C=C2C=CN(C(C2=CC1F)=O)CCC[C@H](CC)NC=1C=NNC(C1C(F)(F)F)=O (S)-6-(4-amino-5-methoxypyrimidin-2-yl)-7-fluoro-2-(4-((6-oxo-5-(trifluoromethyl)-1,6-dihydropyridazin-4-yl)amino)hexyl)isoquinolin-1(2H)-one